[C-]#N.C(C)[NH+]1CC(CC1)CC 1,3-diethyl-pyrrolidinium cyanide